(E)-1,3-diphenyl-5-(2-(thiophen-2-yl)vinyl)-1H-pyrazole-4-carboxylic acid ethyl ester C(C)OC(=O)C=1C(=NN(C1\C=C\C=1SC=CC1)C1=CC=CC=C1)C1=CC=CC=C1